C(C1=CC=CC=C1)[C@@](CC(F)(F)F)(C)N1CC=CC2=CC=CC(=C12)F N-[(1R)-1-benzyl-3,3,3-trifluoro-1-methylpropyl]-8-fluoroquinoline